C(C1=CC=CC=C1)O[C@]1(C2=NN=C(C3=C(C=C(C(OCCCC=CC1)=N3)C(F)(F)F)NC(OC(C)(C)C)=O)O2)C(F)(F)F tert-butyl N-[(6R)-6-benzyloxy-6,15-bis(trifluoromethyl)-13,19-dioxa-3,4,18-triazatricyclo[12.3.1.12,5]nonadeca-1(17),2,4,8,14(18),15-hexaen-17-yl]carbamate